NC1=NC(=C(C=2N1N=C(N2)CC2=NC=CC=C2)C2=C(C=NC=C2)C)C2=C(C#N)C=CC=C2 (5-amino-8-(3-methylpyridin-4-yl)-2-(pyridin-2-ylmethyl)-[1,2,4]triazolo[1,5-c]pyrimidin-7-yl)benzonitrile